OC1(CC(C1)C(=O)N1CC2(C1)CC(C2)CC2=CC=C(C=C2)C)C ((1s,3s)-3-Hydroxy-3-methylcyclobutyl)(6-(4-methylbenzyl)-2-azaspiro[3.3]heptan-2-yl)methanone